tert-butyl (5-cyano-6-methylpyridin-2-yl)carbamate C(#N)C=1C=CC(=NC1C)NC(OC(C)(C)C)=O